C([O-])([O-])=O.[Cs+].[N+](=O)([O-])C1=C(C=CC=C1)S(=O)(=O)N=[N+]=[N-].[Cs+] Nitrobenzenesulfonyl azide cesium carbonate